tert-butyl (S)-2-(2-(2,2-dimethylmorpholine-4-carbonyl)-6-(3-methyl-1H-pyrrolo[2,3-b]pyridin-5-yl)-1,2,3,4-tetrahydroisoquinolin-8-yl)pyrrolidine-1-carboxylate CC1(CN(CCO1)C(=O)N1CC2=C(C=C(C=C2CC1)C=1C=C2C(=NC1)NC=C2C)[C@H]2N(CCC2)C(=O)OC(C)(C)C)C